(2-oxopropyl)-12-phenyl-2-trifluoromethylisoindolo[2,1-b]isoquinolin-5(7H)-one O=C(CC1=C2C(=C3N(C(C2=CC=C1C(F)(F)F)=O)CC1=CC=CC=C13)C1=CC=CC=C1)C